ClC1=C(C=CC(=C1)Cl)C=1NC(=C(N1)C1=C(C=C(C=C1)Cl)Cl)C 2-(2,4-dichlorophenyl)-4-(2,4-dichlorophenyl)-5-methyl-1H-imidazole